ClC1=NC=CC(=C1Cl)SC1=CC=C(C=N1)C1CCC2(C(C3=CC=CC=C3C2)N[S@](=O)C(C)(C)C)CC1 (R)-N-((1s,1R,4S)-4-(6-((2,3-dichloropyridin-4-yl)thio)pyridin-3-yl)-1',3'-dihydrospiro[cyclohexane-1,2'-inden]-1'-yl)-2-methylpropane-2-sulfinamide